COC1=C(C(=NC=2N1N=C(C2C2=CC=CC=C2)C2=CC=CC=C2)N)C2=CC=C(C=C2)OC 7-methoxy-6-(4-methoxyphenyl)-2,3-diphenylpyrazolo[1,5-a]pyrimidin-5-amine